tert-butyl 3-(((7-(8-chloronaphthalen-1-yl)-8-fluoro-2-((hexahydro-1H-pyrrolizin-7a-yl)methoxy)pyrido[4,3-d]pyrimidin-4-yl)(methyl)amino)methyl)azetidine-1-carboxylate ClC=1C=CC=C2C=CC=C(C12)C1=C(C=2N=C(N=C(C2C=N1)N(C)CC1CN(C1)C(=O)OC(C)(C)C)OCC12CCCN2CCC1)F